(R)-6-chloro-3-((1-(3,6-dimethyl-2-(5-(1-methyl-1H-pyrazol-3-yl)pyridin-2-yl)-4-oxo-3,4-dihydroquinazolin-8-yl)ethyl)amino)-N-(methylsulfonyl)picolinamide ClC1=CC=C(C(=N1)C(=O)NS(=O)(=O)C)N[C@H](C)C=1C=C(C=C2C(N(C(=NC12)C1=NC=C(C=C1)C1=NN(C=C1)C)C)=O)C